2-fluoro-5-(5-fluoropyridin-3-yl)-4-(trifluoromethyl)aniline tert-butyl-3-((3-(2-hydroxypropan-2-yl)-5-sulfamoylfuran-2-yl)methoxy)azetidine-1-carboxylate C(C)(C)(C)OC(=O)N1CC(C1)OCC=1OC(=CC1C(C)(C)O)S(N)(=O)=O.FC1=C(N)C=C(C(=C1)C(F)(F)F)C=1C=NC=C(C1)F